4-(7-(1-((4-fluoropiperidin-4-yl)methyl)piperidin-4-yl)-1,3-dimethyl-2-oxo-1,2-dihydroquinolin-5-yl)-1-methyl-1,2,3,4-tetrahydroquinoxaline-6-carbonitrile FC1(CCNCC1)CN1CCC(CC1)C1=CC(=C2C=C(C(N(C2=C1)C)=O)C)N1CCN(C2=CC=C(C=C12)C#N)C